2-(11-Bromoundecyl)isoindole-1,3-dione BrCCCCCCCCCCCN1C(C2=CC=CC=C2C1=O)=O